ClC1=CC(=C2CN(C(C2=C1)=O)C1C(NC(CC1)=O)=O)OC(F)(F)F 3-(6-chloro-1-oxo-4-(trifluoromethoxy)isoindolin-2-yl)piperidine-2,6-dione